6-((5-amino-3-methyl-1-oxoisoindolin-2-yl)methyl)benzo[d]oxazol-2(3H)-one NC=1C=C2C(N(C(C2=CC1)=O)CC1=CC2=C(NC(O2)=O)C=C1)C